1-[2-cyano-4-(trifluoromethyl)phenyl]-4-{6-[2-(methoxymethyl)phenyl]pyridin-3-yl}-N-[(3R)-1-methylpyrrolidin-3-yl]piperidine-4-carboxamide C(#N)C1=C(C=CC(=C1)C(F)(F)F)N1CCC(CC1)(C(=O)N[C@H]1CN(CC1)C)C=1C=NC(=CC1)C1=C(C=CC=C1)COC